ClC1=CC(=C(C=C1)N1CCC2(CC1)C=1C=CC(=NC1CN(C2)C(=O)[C@H]2NCCC2)C=2C(=NC=CC2)OCC)C(F)(F)F [1'-[4-chloro-2-(trifluoromethyl)phenyl]-2-(2-ethoxypyridin-3-yl)spiro[6,8-dihydro-1,7-naphthyridine-5,4'-piperidine]-7-yl]-[(2S)-pyrrolidin-2-yl]methanone